N-methylPiperidine-4-carboxamide CNC(=O)C1CCNCC1